1-(3-(2-amino-6-(4-phenoxyphenyl)quinazolin-8-yl)piperidin-1-yl)prop-2-en-1-one NC1=NC2=C(C=C(C=C2C=N1)C1=CC=C(C=C1)OC1=CC=CC=C1)C1CN(CCC1)C(C=C)=O